N=1NN=NC1CCN1C([C@@H](N=C(C2=C1C=CC(=C2)Cl)C2=CC=CC=C2)C(C)C)=O (S)-1-(2-(2H-tetrazol-5-yl)ethyl)-7-chloro-3-isopropyl-5-phenyl-1,3-dihydro-2H-benzo[e][1,4]diazepin-2-one